(+/-)-N5-((trans)-2-ethoxycyclopropyl)-N3-methyl-1-(3-methylbenzyl)-2-oxo-1,2-dihydropyridine-3,5-dicarboxamide C(C)O[C@H]1[C@@H](C1)NC(=O)C=1C=C(C(N(C1)CC1=CC(=CC=C1)C)=O)C(=O)NC |r|